O=C1NC(CCC1N1C(C2=CC=C(C=C2C1)NC(=O)N1CCC=2C1=CN=CC2)=O)=O N-(2-(2,6-dioxopiperidin-3-yl)-1-oxoisoindolin-5-yl)-2,3-dihydro-1H-pyrrolo[2,3-c]pyridine-1-carboxamide